C1(CC1)C([C@H](NC(=O)C1=CC=NN1CC)C=1N=C2N(N=C(C=C2)CC2(C(NCC(C2)(F)F)=O)C(=O)O)C1)C1CC1 3-((2-((S)-2,2-dicyclopropyl-1-(1-ethyl-1H-pyrazole-5-carboxamido)ethyl)imidazo[1,2-b]pyridazin-6-yl)methyl)-5,5-difluoro-2-oxopiperidine-3-carboxylic acid